6-(2,4-dimethoxypyrimidin-5-yl)-8-[(1S,2S)-2-[2-fluoro-4-(trifluoromethyl)phenyl]cyclopropyl]imidazo[1,2-b]pyridazine COC1=NC=C(C(=N1)OC)C=1C=C(C=2N(N1)C=CN2)[C@@H]2[C@H](C2)C2=C(C=C(C=C2)C(F)(F)F)F